C(CCC)(=O)N[C@H]1C(OCC2=CC=CC=C2)O[C@@H]([C@H]([C@@H]1OCC1=CC=CC=C1)OC(=O)NC1CCCCC1)COC(CCC(=O)NC1CCCCC1)=O 2-N-butyryl-1,3-di-O-benzyl-4-O-cyclohexylaminocarbonyl-6-O-(4-cyclohexylamino-4-oxo-butyryl)-D-glucosamine